COC([C@@H](C)NC([C@H](CO)NC(=O)OCC1=CC=CC=C1)=O)=O (R)-2-((S)-2-benzyloxycarbonylamino-3-hydroxy-propionyl-amino)-propionic acid methyl ester